(R)- or (S)-5-[1-(2-Fluoro-6-methyl-phenyl)-piperidin-4-yl]-2,4-dimethyl-7-(2-trifluoromethylbenzyl)-2,4,5,7-tetrahydro-pyrazolo[3,4-d]pyrimidin-6-one FC1=C(C(=CC=C1)C)N1CCC(CC1)N1C(N(C=2C([C@H]1C)=CN(N2)C)CC2=C(C=CC=C2)C(F)(F)F)=O |o1:19|